(S)-8-chloro-4-((5,6-difluoropyridin-3-yl)amino)-6-(((3,6-dihydro-2H-pyran-4-yl)(1H-1,2,3-triazol-4-yl)methyl)amino)quinoline-3-carbonitrile ClC=1C=C(C=C2C(=C(C=NC12)C#N)NC=1C=NC(=C(C1)F)F)N[C@H](C=1N=NNC1)C=1CCOCC1